COC1=NC=2CCN(CC2C=C1NC1=NC2=C(C=CC=C2C=N1)C=1C(=NC=CC1)OC)C N-(2-methoxy-6-methyl-5,6,7,8-tetrahydro-1,6-naphthyridin-3-yl)-8-(2-methoxypyridin-3-yl)quinazolin-2-amine